1-(4-CHLOROPHENYL)ETHYL ISOCYANIDE ClC1=CC=C(C=C1)C(C)[N+]#[C-]